N4-(3-isopropylsulfonyl-1-methyl-1H-pyrazol-4-yl)-5-bromo-pyrimidin-2,4-diamine C(C)(C)S(=O)(=O)C1=NN(C=C1NC1=NC(=NC=C1Br)N)C